(4-(3-bromo-4-(trifluoromethoxy)phenyl)-1-methylpiperazin-2-yl)methanol BrC=1C=C(C=CC1OC(F)(F)F)N1CC(N(CC1)C)CO